CN1N=C(C=2C1=CN=CC2)C(=O)O 1-methyl-1H-pyrazolo[3,4-c]pyridine-3-carboxylic acid